C(C1=CC=CC=C1)OP(=O)(OCC1=CC=CC=C1)OCC(CC(=O)OC)(C)C methyl 4-((bis(benzyloxy)phosphoryl)oxy)-3,3-dimethylbutanoate